7-[4-(trifluoromethyl)phenyl]sulfonyl-2-azaspiro[3.5]nonane FC(C1=CC=C(C=C1)S(=O)(=O)C1CCC2(CNC2)CC1)(F)F